C(C)(C)(C)OC(=O)N1[C@H](CN(CC1)C=1C2=C(N=C(N1)OCC13CCCN3CCC1)CN(CC2)C(=O)OCC2=CC=CC=C2)CC#N benzyl (S)-4-(4-(tert-butoxycarbonyl)-3-(cyanomethyl)piperazin-1-yl)-2-((tetrahydro-1H-pyrrolizin-7a(5H)-yl)methoxy)-5,8-dihydropyrido[3,4-d]pyrimidine-7(6H)-carboxylate